O1CC(CC1)N1N=CC(=C1)C=1N=CC=2N(C1)N=CC2 6-(1-(tetrahydrofuran-3-yl)-1H-pyrazol-4-yl)pyrazolo[1,5-a]pyrazin